C(C1=CC=CC=C1)OC1=C(C=C(C=C1F)C=C)F 2-(benzyloxy)-1,3-difluoro-5-vinylbenzene